N-(3-methoxy-5-(1-methyl-1H-imidazol-5-yl)phenyl)-6-(trifluoromethoxy)quinolin-4-amine COC=1C=C(C=C(C1)C1=CN=CN1C)NC1=CC=NC2=CC=C(C=C12)OC(F)(F)F